Methyl 3-methyl-4-oxo-4,5-dihydro-3H-pyrazolo[3,4-c]quinoline-7-carboxylate CN1N=CC2=C1C(NC=1C=C(C=CC21)C(=O)OC)=O